ClC=1C(=CC(=NC1)OC)C1=CC(=NN1)C(=O)N1CCC(CC1)C(=O)NC1CCOC2=NC=CC=C21 (5-(5-chloro-2-methoxypyridin-4-yl)-1H-pyrazole-3-carbonyl)-N-(3,4-dihydro-2H-pyrano[2,3-b]pyridin-4-yl)piperidine-4-carboxamide